(1H-1,2,4-triazol-1-yl)-butan-2-ol N1(N=CN=C1)CC(CC)O